1,6-OCTADIENE C=CCCCC=CC